CC1(OCC(O1)COC(C=C)=O)CC acrylic acid 2-methyl-2-ethyl-1,3-dioxolan-4-ylmethyl ester